2-phenyl-6-oxo-N,1-diphenyl-5-(2-phenylacetyl)-1,6-dihydropyridine-3-carboxamide C1(=CC=CC=C1)C=1N(C(C(=CC1C(=O)NC1=CC=CC=C1)C(CC1=CC=CC=C1)=O)=O)C1=CC=CC=C1